tert-butyl 4-[4-[(2,6-dioxo-3-piperidyl)amino]phenoxy]piperidine-1-carboxylate O=C1NC(CCC1NC1=CC=C(OC2CCN(CC2)C(=O)OC(C)(C)C)C=C1)=O